NC=1SC(=CN1)C(=O)NC1=C(C=C(C(=C1)C(NC=1N=NC(=CC1)C1(CC1)C#N)=O)F)C 2-Amino-N-[5-[[6-(1-cyanocyclopropyl)pyridazin-3-yl]carbamoyl]-4-fluoro-2-methylphenyl]-1,3-thiazole-5-carboxamide